C(CCCCCCC)(=O)O octanic Acid